FC(C(C(OC(=C(F)F)F)(F)F)(F)F)(OC(F)(F)F)F 1,1,2,2,3,3-hexafluoro-1-(trifluoromethoxy)-3-[(1,2,2-trifluorovinyl)oxy]propane